4'-(5-cyano-4-hydroxy-6-oxo-6,7-dihydrothieno[2,3-b]pyridin-3-yl)-[1,1'-biphenyl]-2-yl (2-(pyridin-2-yldisulfaneyl)ethyl)carbamate N1=C(C=CC=C1)SSCCNC(OC1=C(C=CC=C1)C1=CC=C(C=C1)C1=CSC=2NC(C(=C(C21)O)C#N)=O)=O